NCC(=O)[O-].[Mn+2].[Ni+2].NCC(=O)[O-].NCC(=O)[O-].NCC(=O)[O-] nickel manganese glycinate